(13Z)-Docosenoic acid CCCCCCCC/C=C\CCCCCCCCCCCC(=O)O